BrC(C)C=1C(=C2C=CC=NC2=CC1F)F 6-(1-bromoethyl)-5,7-difluoroquinoline